ClC=1N=C(C2=C(N1)C(=C(N=C2)C2=CC=CC1=CC=C(C(=C21)C#C)F)F)N2C[C@H]1CC[C@@H](C2)N1C(=O)OC(C)(C)C tert-butyl (1R,5S)-3-(2-chloro-7-(8-ethynyl-7-fluoronaphthalen-1-yl)-8-fluoro-pyrido[4,3-d]pyrimidin-4-yl)-3,8-diazabicyclo[3.2.1]octane-8-carboxylate